C(C)(C)(C)OC(=O)N1[C@@H]([C@H](C1)N1C=CC2=NC(=CC=C21)C(NC)=O)C (2R,3S)-2-methyl-3-[5-(methylcarbamoyl)pyrrolo[3,2-b]pyridin-1-yl]azetidine-1-carboxylic acid tert-butyl ester